(S)-5-(2-amino-5-(4-(2-isopropylmorpholino)phenyl)pyridin-3-yl)isoindolin-1-one NC1=NC=C(C=C1C=1C=C2CNC(C2=CC1)=O)C1=CC=C(C=C1)N1C[C@@H](OCC1)C(C)C